O1C(C1)CCC 1-(oxiran-2-yl)propane